4-(pyrazolyloxy)cyclohexanone N1N=C(C=C1)OC1CCC(CC1)=O